[2-(difluoromethyl)-5,6,7,8-tetrahydroimidazo[1,2-a]pyridin-3-yl]-[(7S)-2,7-dimethyl-3-(3,4,5-trifluorophenyl)-5,7-dihydro-4H-pyrazolo[3,4-c]pyridin-6-yl]methanone FC(C=1N=C2N(CCCC2)C1C(=O)N1[C@H](C=2C(CC1)=C(N(N2)C)C2=CC(=C(C(=C2)F)F)F)C)F